4'-methoxy-[1,1'-biphenyl]-4-sulfonamide COC1=CC=C(C=C1)C1=CC=C(C=C1)S(=O)(=O)N